C(C)OCCO[AlH]OCCOCC.[Na] sodium bis(2-ethoxyethoxy)aluminum hydride